4,4-Difluoro-2-(4-fluorophenyl)-N-{4-[6-methoxy-3-(pyridin-2-yl)-1H-pyrrolo[3,2-b]pyridin-2-yl]pyridin-2-yl}butanamid FC(CC(C(=O)NC1=NC=CC(=C1)C1=C(C2=NC=C(C=C2N1)OC)C1=NC=CC=C1)C1=CC=C(C=C1)F)F